NC1=NC(=C(C=C1C=1C=C2CCNC(C2=CC1)=O)C1=CC(=C(C=C1)N1CCN(CC1)C)C(F)(F)F)F 6-(2-amino-6-fluoro-5-(4-(4-methylpiperazin-1-yl)-3-(trifluoromethyl)phenyl)pyridin-3-yl)-3,4-dihydroisoquinolin-1(2H)-one